(6-amino-2-methylpyrimidin-4-yl)-1lambda6-thiomorpholine-1,1-dione NC1=CC(=NC(=N1)C)N1CCS(CC1)(=O)=O